FC1(CCC(CC1)C1=CC=C(C=C1)C=1NC=2N(C(C1)=O)N=C(C2C(=O)N2CC(C2)CF)C2=NC=CN=C2C)F 5-(4-(4,4-difluorocyclohexyl)phenyl)-3-(3-(fluoromethyl)azetidine-1-carbonyl)-2-(3-methylpyrazin-2-yl)pyrazolo[1,5-a]pyrimidin-7(4H)-one